3-fluoro-N-methyl-2-sulfanylbenzamide FC=1C(=C(C(=O)NC)C=CC1)S